BrCC1=CC=C(C=C1)SCC1=CC2=CC=CC=C2C=C1 (4-(bromomethyl)phenyl)(naphthalen-2-ylmethyl)sulfane